CC(C)(C)OC(=O)N1CCN(CC1)C1=NC=C(C=C1)Br 4-(5-bromopyridin-2-yl)piperazine-1-carboxylic acid-2-methylprop-2-yl ester